(R)-N-(cyclobutylmethyl)-1-(6-((4-(6-methoxy-1H-indazol-4-yl)-1H-1,2,3-triazol-1-yl)methyl)pyridin-3-yl)piperidin-3-amine C1(CCC1)CN[C@H]1CN(CCC1)C=1C=NC(=CC1)CN1N=NC(=C1)C1=C2C=NNC2=CC(=C1)OC